ClC=1C(=NN(C1C1=CC=C(C=C1)C)C1=CC=CC=C1)OCC(=O)O {[4-chloro-5-(4-methylphenyl)-1-phenyl-1H-pyrazol-3-yl]oxy}acetic acid